(S)-4-((2-methoxyethyl)(4-(5,6,7,8-tetrahydro-1,8-naphthyridin-2-yl)butyl)amino)-2-((5-phenylpyridin-2-yl)amino)butanoic acid COCCN(CC[C@@H](C(=O)O)NC1=NC=C(C=C1)C1=CC=CC=C1)CCCCC1=NC=2NCCCC2C=C1